8-(cis-4-tert-Butoxycarbonylamino-cyclohexylamino)-6-pyridin-4-yl-imidazo[1,2-a]pyrazine-2-carboxylic acid ethyl ester C(C)OC(=O)C=1N=C2N(C=C(N=C2N[C@@H]2CC[C@@H](CC2)NC(=O)OC(C)(C)C)C2=CC=NC=C2)C1